11-(5-{[(10E)-1-oxooctadec-9-enyl] oxy} pentyl)-2-methyl-9-oxo-2,8-diaza-5,10-dioxahexadecan-16-yl (10E)-octadec-9-enoate C(CCCCCCC\C=C\CCCCCCCC)(=O)OCCCCCC(OC(NCCOCCN(C)C)=O)CCCCCOC(CCCCCCC\C=C\CCCCCCCC)=O